Diallyl 4,4'-oxybisphthalate O(C=1C=C(C(C(=O)[O-])=CC1)C(=O)[O-])C=1C=C(C(C(=O)OCC=C)=CC1)C(=O)OCC=C